(trans)-3-fluoro-1-methylpiperidin FC1CN(CCC1)C